iron-rubidium-boron [B].[Rb].[Fe]